C1CC12CCN(CC2)C=2C=C(N)C=CC2 3-(6-azaspiro[2.5]octane-6-yl)aniline